BrC=1C=C(CC2COC3(N(C2=O)C2=CC=CC=C2)C=CC(C=C3)=O)C=CC1 3-(3-bromo-benzyl)-5-phenyl-1-oxa-5-azaspiro[5.5]undec-7,10-diene-4,9-dione